4-Chloro-5-(dibromomethyl)thiazole ClC=1N=CSC1C(Br)Br